5-(2,2-dimethyl-3,6-dihydro-2H-pyran-4-yl)-1H-indole-2-carboxylic acid ethyl ester C(C)OC(=O)C=1NC2=CC=C(C=C2C1)C=1CC(OCC1)(C)C